(S)-6-(3,3-difluoro-4-((2-methylpyridin-4-yl)oxy)pyrrolidin-1-yl)-2-methyl-[4,5'-bipyrimidine]-2',4'(1'H,3'H)-dione FC1(CN(C[C@@H]1OC1=CC(=NC=C1)C)C1=CC(=NC(=N1)C)C=1C(NC(NC1)=O)=O)F